4-cyclopropyl-N2-(3-fluoro-5-((1-methylpiperidin-4-yl)oxy)phenyl)-5-(trifluoromethyl)pyrimidine-2,4-diamine C1(CC1)C1(NC(=NC=C1C(F)(F)F)NC1=CC(=CC(=C1)OC1CCN(CC1)C)F)N